[Br-].C(C1=CN=CC=C1)(=O)OCCCOC(C[NH+]1CCCC1)=O 1-(2-(3-(nicotinoyloxy)propoxy)-2-oxoethyl)pyrrolidin-1-ium bromide